C(CCCCCCCCCCCCCCC)N(C(C=C)=O)CCCCCCCCCCCCCCCC N,N-di(hexadecyl)acrylamide